CC1(C2C3C4C=CC(C3C(C1)C2)C4)C(=O)OCCCC 8-methyl-8-n-butyloxycarbonyltetracyclo[4.4.0.12,5.17,10]-3-dodecene